ClC=1C=C2C=C(NC2=CC1C1=NC=C(C=C1)OC)CNC(C)=O N-((5-chloro-6-(5-methoxypyridin-2-yl)-1H-indol-2-yl)methyl)acetamide